CC1(C(C2=C(C=C(C=C2C1)C)C)=O)C(=O)OCC ethyl 2,5,7-trimethyl-1-oxo-2,3-dihydro-1H-indene-2-carboxylate